C(C)OC(=O)C1=NC(=NC(=C1N)C1=C2C=NN(C2=CC=C1C)C1OCCCC1)C1=C(C(=CC=C1)F)NC1=NC=CC(=N1)C 5-amino-2-[3-fluoro-2-[(4-methylpyrimidin-2-yl)amino]phenyl]-6-(5-methyl-1-tetrahydropyran-2-yl-indazol-4-yl)pyrimidine-4-carboxylic acid ethyl ester